ethyl (2S)-2-(tert-butoxy)-2-(7-(4-chlorophenyl)-5-methyl-2-(1-methyl-3-(6-methyl-3,6-diazabicyclo[3.1.1]heptan-3-yl)-1H-indazol-5-yl)benzo[d]thiazol-6-yl)acetate C(C)(C)(C)O[C@H](C(=O)OCC)C1=C(C2=C(N=C(S2)C=2C=C3C(=NN(C3=CC2)C)N2CC3N(C(C2)C3)C)C=C1C)C1=CC=C(C=C1)Cl